aluminum dihydrogenphosphate-ethanolamine C(O)CN.P(=O)(O)(O)[O-].[Al+3].P(=O)(O)(O)[O-].P(=O)(O)(O)[O-]